4-(5-methoxypyrazin-2-yl)-1',3'-dihydrospiro[cyclohexane-1,2'-indene] COC=1N=CC(=NC1)C1CCC2(CC3=CC=CC=C3C2)CC1